C(C)(C)N1C=NC=C1CN1C=NC2=C1C=C(C=C2)C(=O)[O-] 1-((1-isopropyl-1H-imidazol-5-yl)methyl)-1H-benzo[d]imidazol-6-carboxylate